(2S,10bS)-10-fluoro-N-hydroxy-2-methyl-1,2,3,5,6,10b-hexahydropyrrolo[2,1-a]isoquinoline-8-carboxamide FC=1C=C(C=C2CCN3[C@H](C12)C[C@@H](C3)C)C(=O)NO